tert-Butyl (2s,4s)-6-oxo-7-oxa-5-azaspiro[3.4]octane-2-carboxylate O=C1NC2(CC(C2)C(=O)OC(C)(C)C)CO1